Cl.Cl.Cl.C(N)(OCCCCNC(C)CCN)=O (4-((4-aminobutan-2-yl)amino) butyl) carbamate trihydrochloride